C(\C=C/C)(=O)N1[C@@H](CCC1)C(=O)NCCN1C=NC=2C=NC(=CC21)NC=2SC(=CN2)C2=NC=CC=C2F (2S)-1-[(Z)-but-2-enoyl]-N-[2-[6-[[5-(3-fluoro-2-pyridyl)thiazol-2-yl]amino]imidazo[4,5-c]pyridin-1-yl]ethyl]pyrrolidine-2-carboxamide